CC1=CC=C(C=C1)S(=O)(=O)O.C(#N)[C@H](C[C@H]1C(NCCC1)=O)NC(=O)[C@H]1N[C@@H]2CC([C@H]1CC2)(F)F (1S,3S,4S)-N-[(1S)-1-cyano-2-[(3S)-2-oxo-3-piperidyl]ethyl]-5,5-difluoro-2-azabicyclo[2.2.2]octane-3-carboxamide 4-methylbenzenesulfonate